C(CCCC=C)C1=C(C=CC(=C1)C)S(=O)(=O)OC(CNCC(C)C)(C)C 2-methyl-1-[(2-methylpropyl)amino]propan-2-ol Hex-5-en-1-yl-4-methylbenzenesulfonate